N-(3-chloro-2-fluorophenyl)-7-methoxy-6-(4,7-diazaspiro[2.5]octan-7-yl)pyrido[3,2-d]pyrimidin-4-amine ClC=1C(=C(C=CC1)NC=1C2=C(N=CN1)C=C(C(=N2)N2CCNC1(CC1)C2)OC)F